8-bromo-7-(dibenzylamino)-5-methyl-3,4-dihydronaphthalen-1(2H)-one BrC=1C(=CC(=C2CCCC(C12)=O)C)N(CC1=CC=CC=C1)CC1=CC=CC=C1